CN1C=C(C2=CC=CC=C21)C(=O)OCC3CCN(CC3)CCNS(=O)(=O)C The molecule is an indolyl carboxylate ester obtained by formal condensation between the carboxy group of 1-methylindole-3-carboxylic acid with the hydroxy group of N-{2-[4-(hydroxymethyl)piperidin-1-yl]ethyl}methanesulfonamide. It has a role as a serotonergic antagonist. It is an indolyl carboxylate ester, a member of piperidines and a sulfonamide.